methyl 5-fluoro-2-((5-methoxypyrazolo[1,5-a]pyrimidine-3-carboxamido)methyl)benzofuran-7-carboxylate FC=1C=C(C2=C(C=C(O2)CNC(=O)C=2C=NN3C2N=C(C=C3)OC)C1)C(=O)OC